Cl.C(N)(=N)C=1OC=NN1 2-amidino-1,3,4-oxadiazole hydrochloride